OC1(NC(C2=CC=CC=C12)=O)C1=CC=C(C=C1)SC 3-hydroxy-3-(4-(methylthio)phenyl)isoindolin-1-one